C(C)(C)(C)OC(=O)N1CCC(CC1)NC=1C=NC2=C(C=CC=C2C1)OC 4-((8-Methoxyquinolin-3-yl)amino)piperidine-1-carboxylic acid tert-butyl ester